(2R,4aR,7R)-12-Chloro-7-((dimethylamino)methyl)-10-fluoro-11-(2-hydroxy-6-methylphenyl)-2-methyl-2,3,4,4a,6,7-hexahydro-8-oxa-3,5a,9,13c-tetraazanaphtho[3,2,1-de]anthracene ClC1=CC2=C3C=4N(C[C@H](OC4N=C2C(=C1C1=C(C=CC=C1C)O)F)CN(C)C)C[C@H]1CN[C@@H](CN13)C